FC1=C(OC2=NC=CC=C2C(=O)N)C=CC(=C1)CC(=O)NC=1SC2=C(N1)C=C(C=C2)C2=CC=NN2C 2-(2-fluoro-4-(2-((5-(1-methyl-1H-pyrazol-5-yl)benzo[d]thiazol-2-yl)amino)-2-oxoethyl)phenoxy)pyridine-3-carboxamide